FC(C(=O)O)(F)F.FC(OC=1C=CC(=NC1)C1=CC=C(C=C1)SC=1N=NNC1C(=O)O)(F)F 4-((4-(5-(trifluoromethoxy)pyridin-2-yl)phenyl)thio)-1H-1,2,3-triazole-5-carboxylic acid 2,2,2-trifluoroacetate